FC1=C(C=C(OCC2CCN(CC2)C(=O)N2C[C@H](CC2)C2=NN=CN2)C=C1)C(F)(F)F [4-[[4-fluoro-3-(trifluoromethyl)phenoxy]methyl]-1-piperidinyl]-[(3S)-3-(4H-1,2,4-triazol-3-yl)pyrrolidin-1-yl]methanone